4-(7-chloroisoquinolin-1-yl)-1H-1,2,3-triazole-5-carboxylic acid ClC1=CC=C2C=CN=C(C2=C1)C=1N=NNC1C(=O)O